5-chloro-2-(2,2,2-trifluoroethoxy)pyridine-3-carbohydrazide ClC=1C=C(C(=NC1)OCC(F)(F)F)C(=O)NN